chloro[2-(2-aminoethyl)phenyl]palladium(II) Cl[Pd]C1=C(C=CC=C1)CCN